(1-((4-methylpiperazin-1-yl)methyl)cyclopropyl)methanol CN1CCN(CC1)CC1(CC1)CO